N-[(1s,4s)-4-{[6-chloro-2-(trifluoromethyl)quinolin-4-yl]amino}cyclohexyl]-2-(thiophen-3-yl)acetamide ClC=1C=C2C(=CC(=NC2=CC1)C(F)(F)F)NC1CCC(CC1)NC(CC1=CSC=C1)=O